C(C)(=O)NC1=NC=CC(=C1)C1=C(N=C(N1)SC)C=1C=C(C=CC1)NC(CC1=C(C=CC=C1F)F)=O N-(3-(5-(2-acetamidopyridin-4-yl)-2-(methylthio)-1H-imidazol-4-yl)phenyl)-2-(2,6-difluorophenyl)acetamide